ClC=1N=NC(=CC1C1(CC1)C(F)(F)F)Cl 3,6-Dichloro-4-(1-(trifluoromethyl)cyclopropyl)pyridazine